trans-4-(dibenzylamino)cyclohexane-1-carboxylic acid methyl ester COC(=O)[C@@H]1CC[C@H](CC1)N(CC1=CC=CC=C1)CC1=CC=CC=C1